di-tert-butyl (butane-1,4-diylbis(pyridazine-6,3-diyl))dicarbamate C(CCCC1=CC=C(N=N1)NC(OC(C)(C)C)=O)C1=CC=C(N=N1)NC(OC(C)(C)C)=O